1,8-naphthyridin-2(1H)-one hydrochloride Cl.N1C(C=CC2=CC=CN=C12)=O